5-(2-(((3R,7S,10S,13R,17R)-17-((R)-4-Carboxybutan-2-yl)-7-hydroxy-10,13-dimethylhexadecahydro-1H-cyclopenta[a]phenanthren-3-yl)oxy)-2-oxoethoxy)-5-oxo-2-(phosphonomethyl)pentanoic acid C(=O)(O)CC[C@@H](C)[C@H]1CCC2C3[C@H](CC4C[C@@H](CC[C@@]4(C3CC[C@]12C)C)OC(COC(CCC(C(=O)O)CP(=O)(O)O)=O)=O)O